BrC1=C(C=O)C=CC(=C1)OC(C)C 2-Bromo-4-isopropoxybenzaldehyde